OC1=NC2=CC=C(C=C2N=C1O)Cl 2,3-dihydroxy-6-chloroquinoxaline